NC1=C(C#N)C=C(C(=C1)OC)O[C@H]1C(CN(CC1)C)(F)F (R)-2-amino-5-((3,3-difluoro-1-methylpiperidin-4-yl)oxy)-4-methoxybenzonitrile